[Si](C1=CC=CC=C1)(C1=CC=CC=C1)(C(C)(C)C)OCC1CC=2C(=C3C(=NC2C)N(CC3)C)C1 7-(((tert-Butyldiphenylsilyl)oxy)methyl)-3,5-dimethyl-1,2,3,6,7,8-hexahydrocyclopenta[d]pyrrolo[2,3-b]pyridine